ClC1=C(C=CC(=C1)Cl)C1=CC=NO1 5-(2,4-dichloro-phenyl)-isoxazole